ClC=1C=CC=2N(N1)C(=CN2)C=2C=C(C=CC2OC2=CC=C(C=C2)C(F)(F)F)S(=O)(=O)NC 3-(6-chloroimidazo[1,2-b]pyridazin-3-yl)-N-methyl-4-[4-(trifluoromethyl)phenoxy]benzene-1-sulfonamide